(E)-1-(N-methyl-pyrrol-2-yl)-3-m-tolyl-prop-2-en-1-one CN1C(=CC=C1)C(\C=C\C=1C=C(C=CC1)C)=O